C1(=CC=CC=2C3=CC=CC=C3CC12)COC(=O)N[C@H](C(=O)NC1=C2C=CN(C2=CC=C1)C(=O)OC(C)(C)C)CC1=CC=C(C=C1)N1C(CN(CC1)CCOCC)=O (S)-4-(2-fluorenylmethoxycarbonylamino-3-(4-(4-(2-ethoxyethyl)-2-oxopiperazin-1-yl)phenyl)propionamido)-1-tert-butoxycarbonyl-indole